ClC1=CC2=C(C(=N1)OCC(F)F)C(N(C2)[C@@H](C)C2CC2)=O (S)-6-chloro-2-(1-cyclopropylethyl)-4-(2,2-difluoroethoxy)-1,2-dihydro-3H-pyrrolo[3,4-c]pyridin-3-one